NC1=NC=CC2=C1N(C(N2[C@H]2CN(CCC2)C(C(=C)F)=O)=O)C2=CC=C(C=C2)OC2=CC=CC=C2 (R)-4-amino-1-(1-(2-fluoroacryloyl)piperidin-3-yl)-3-(4-phenoxyphenyl)-1H-imidazo[4,5-c]pyridin-2(3H)-one